Cl.FC=1C=C(C=C(C1)F)[S+](C1=CC=CC=C1)C1=CC(=CC(=C1)F)F bis(3,5-difluorophenyl)phenylsulfonium hydrochloride